ClC=1C=C(C(=C(C(=O)OC)C1)OC)CN(C)CCOC methyl 5-chloro-2-methoxy-3-(((2-methoxyethyl)(methyl)amino)methyl)benzoate